C1(CC1)C1=C(CN2CCC(CC2)C(=O)O)C=CC(=C1)C1CN(C1)C1=C(C=CC=C1Cl)Cl 1-(2-cyclopropyl-4-(1-(2,6-dichlorophenyl)azetidin-3-yl)benzyl)piperidine-4-carboxylic acid